5-isopentyl-1-isopropyl-3,3,5,7-tetramethyl-octahydrobenzo[c]isoxazole C(CC(C)C)C1(CC2C(N(OC2(C)C)C(C)C)C(C1)C)C